methylene bisacrylate C(C=C)(=O)OCOC(C=C)=O